FC1=CC=C2C(NN=C(C2=C1)CC=1C=C(C(=O)N2CCN(CC2)C2=NC=C(C#N)C=C2)C=CC1)=O 6-(4-(3-((7-Fluoro-4-oxo-3,4-dihydrophthalazin-1-yl)methyl)benzoyl)piperazin-1-yl)nicotinonitrile